ClC=1N=CC=C2C=C(C(=NC12)/N=C/N(C)C)C(=O)OCC ethyl (E)-8-chloro-2-(((dimethylamino) methylene) amino)-1,7-naphthyridine-3-carboxylate